sodium hydroxide-HCl Cl.[OH-].[Na+]